ClC=1C=C(C=C(C1)Cl)C(C(F)(F)F)=O 3',5'-dichloro-2,2,2-Trifluoroacetophenone